(1,3-bis(benzyloxy)propan-2-yl)-4-methyl-N-(2-methyl-4-(6-(trifluoromethyl)-quinazolin-2-yl)phenyl)-1H-pyrazole-5-carboxamide C(C1=CC=CC=C1)OCC(COCC1=CC=CC=C1)N1N=CC(=C1C(=O)NC1=C(C=C(C=C1)C1=NC2=CC=C(C=C2C=N1)C(F)(F)F)C)C